6-methoxy-7-nitro-2H-benzo[b][1,4]oxazin-3(4H)-one COC1=CC2=C(OCC(N2)=O)C=C1[N+](=O)[O-]